2-(hydroxymethyl)pyridine-5-boronic acid OCC1=NC=C(C=C1)B(O)O